2-(2,4-Difluorobenzyl)-5-(3,5-difluorobenzyl)-1-(2-hydroxyethyl)-1,2,4,5,6,7-hexahydro-3H-pyrazolo[4,3-c]pyridin-3-one FC1=C(CN2N(C3=C(CN(CC3)CC3=CC(=CC(=C3)F)F)C2=O)CCO)C=CC(=C1)F